FC1=C(CN2C(=NC(=C2)NC(C(C)N2C[C@@H](C(CC2)(F)F)C2=CC=[N+](C=C2)[O-])=O)C(F)(F)F)C=CC(=C1)F 4-((3S)-1-(1-((1-(2,4-difluorobenzyl)-2-(trifluoromethyl)-1H-imidazol-4-yl)amino)-1-oxopropan-2-yl)-4,4-difluoropiperidin-3-yl)pyridine 1-oxide